CN1C(C(=C(C=C1C)[O-])NC(N[C@@H](CC(=O)[O-])C1=CC=C(C=C1)OC1=C(C=CC=C1)OC)=O)=O.[Na+].[Na+] sodium (S)-3-(3-(1,6-dimethyl-4-oxido-2-oxo-1,2-dihydropyridin-3-yl)ureido)-3-(4-(2-methoxyphenoxy) phenyl)propanoate